potassium trifluoro(methoxymethyl)borohydride F[B-](COC)(F)F.[K+]